(S)-4-((2-(tert-butoxy)ethyl)(4-(5,6,7,8-tetrahydro-1,8-naphthyridin-2-yl)butyl)amino)-2-(5-(trifluoromethyl)pyridazine-4-carboxamido)butanoic acid C(C)(C)(C)OCCN(CC[C@@H](C(=O)O)NC(=O)C1=CN=NC=C1C(F)(F)F)CCCCC1=NC=2NCCCC2C=C1